(S)-6-(thiazole-5-carbonyl)-2,6-diazaspiro[3.4]octane-8-carboxylic acid S1C=NC=C1C(=O)N1CC2(CNC2)[C@@H](C1)C(=O)O